4-[(1S,4S,5R)-5-[[1-cyclopropyl-4-(2,6-dichlorophenyl)-1H-pyrazol-5-yl]methoxy]-2-azabicyclo[2.2.1]heptan-2-yl]-2-fluorobenzoic acid C1(CC1)N1N=CC(=C1CO[C@H]1[C@@H]2CN([C@H](C1)C2)C2=CC(=C(C(=O)O)C=C2)F)C2=C(C=CC=C2Cl)Cl